diethoxymethyl-vinylsilane C(C)OC(OCC)[SiH2]C=C